4-(4-(4-(4-(((2S,4R)-2-(bromomethyl)-2-(2,4-dichlorophenyl)-1,3-dioxolan-4-yl)methoxy)phenyl)piperazin-1-yl)phenyl)-1-sec-butyl-1H-1,2,4-triazol-5(4H)-one BrC[C@]1(OC[C@H](O1)COC1=CC=C(C=C1)N1CCN(CC1)C1=CC=C(C=C1)N1C=NN(C1=O)C(C)CC)C1=C(C=C(C=C1)Cl)Cl